OC1=CC(=NN1C1=NC=CC=N1)C(=O)NC1=CC=C(C=C1)CCO 5-hydroxy-N-(4-(2-hydroxyethyl)phenyl)-1-(pyrimidin-2-yl)-1H-pyrazole-3-carboxamide